(2S,3S)-3-((4-(2-furyl)-6-(7-p-toluenesulfonyl-7H-pyrrolo[2,3-d]pyrimidin-5-yl)-1,3,5-triazin-2-yl)amino)bicyclo[2.2.2]octane-2-carboxylic acid ethyl ester C(C)OC(=O)[C@H]1C2CCC([C@@H]1NC1=NC(=NC(=N1)C=1OC=CC1)C1=CN(C=3N=CN=CC31)S(=O)(=O)C3=CC=C(C)C=C3)CC2